iron-arsenic-antimony-lead [Pb].[Sb].[As].[Fe]